C(C)(C)N1C(=NC=2C=NC(=CC21)C2=CNC1=NC(=CC=C12)OC(F)F)C 1-isopropyl-6-(6-(difluoromethoxy)-1H-pyrrolo[2,3-b]pyridin-3-yl)-2-methyl-1H-imidazo[4,5-c]pyridine